N,N-diphenyl-4-(4,4,5,5-tetramethyl-1,3,2-dioxaborolan-2-yl)aniline C1(=CC=CC=C1)N(C1=CC=C(C=C1)B1OC(C(O1)(C)C)(C)C)C1=CC=CC=C1